ClC1=CC=C2CCC(C(C2=C1)=O)C(=O)OC methyl 7-chloro-1-oxo-1,2,3,4-tetrahydronaphthalene-2-carboxylate